(R)-(7,8-dichloro-1-methyl-3,4-dihydropyrazino[2,1-a]isoindol-2(1H)-yl)(5-methoxypyrimidin-2-yl)methanone ClC=1C2=CN3C(=C2C=CC1Cl)[C@H](N(CC3)C(=O)C3=NC=C(C=N3)OC)C